COC=1C=C2CCN3C(C2=CC1)=CC(=NC3=O)OC=3C=CC(=C(C#N)C3)OC3=CC(=CC=C3)C(F)(F)F 5-((9-methoxy-4-oxo-6,7-dihydro-4H-pyrimido[6,1-a]isoquinolin-2-yl)oxy)-2-(3-(trifluoromethyl)phenoxy)benzonitrile